acetic Acid C(C)(=O)O